N-[1-[4-cyano-3-(2,3-dichlorophenyl)-1H-pyrazolo[3,4-d]pyrimidin-6-yl]-4-methyl-4-piperidinyl]carbamic acid tert-butyl ester C(C)(C)(C)OC(NC1(CCN(CC1)C1=NC(=C2C(=N1)NN=C2C2=C(C(=CC=C2)Cl)Cl)C#N)C)=O